CC=1C(=C(C=C(C1)C(F)(F)F)O)C=1N(C=2C(=NC(=CC2)N2CCOCC2)N1)C 3-methyl-2-(1-methyl-5-morpholino-imidazo[4,5-b]pyridin-2-yl)-5-(trifluoromethyl)phenol